(4S)-N-(3-chloro-2,4-difluorophenyl)-N-methyl-3-(6-methyl-4-(trifluoromethyl)pyridin-2-yl)-1-(2-(S-methylsulfonimidoyl)ethyl)-2-oxoimidazolidine-4-carboxamide ClC=1C(=C(C=CC1F)N(C(=O)[C@H]1N(C(N(C1)CCS(=O)(=N)C)=O)C1=NC(=CC(=C1)C(F)(F)F)C)C)F